CC(=CCCC(/C=C/CC#C)=C)C (E)-10-Methyl-6-methylenundeca-4,9-dien-1-yn